5-[[3-Fluoro-4-(2-guanidinoethoxycarbonylamino)phenyl]sulfonylamino]thiazol FC=1C=C(C=CC1NC(=O)OCCNC(=N)N)S(=O)(=O)NC1=CN=CS1